ONC(CCNCCN1C(=NCC1)CCCC)=O N-hydroxy-3-((2-(2-butyl-4,5-dihydro-1H-imidazol-1-yl)ethyl)amino)propanamide